(R)-6-(8-ethyl-6-(1-methyl-1,2,3,4-tetrahydroisoquinoline-2-carbonyl)imidazo[1,2-b]pyridazin-2-yl)-5-fluoro-2H-chromene-3-carboxamide C(C)C=1C=2N(N=C(C1)C(=O)N1[C@@H](C3=CC=CC=C3CC1)C)C=C(N2)C=2C(=C1C=C(COC1=CC2)C(=O)N)F